C(#N)C=1N=CC(=NC1)NC1=CC(=C(N=N1)C(F)(F)F)NCC1C[NH2+]CCO1 2-((6-(5-cyanopyrazin-2-ylamino)-3-(trifluoromethyl)pyridazin-4-ylamino)methyl)morpholin-4-ium